1-(Azetidin-3-yl)-3-(3-chloro-1H-pyrrolo[2,3-b]pyridin-2-yl)-1H-pyrazolo[3,4-d]pyrimidin-4-amine N1CC(C1)N1N=C(C=2C1=NC=NC2N)C2=C(C=1C(=NC=CC1)N2)Cl